N'-[methylenebis(4,1-phenylene)]bis[2,2-dimethylpropionamide] C(C1=CC=C(C=C1)CC(C(=O)N)(C)C)C1=CC=C(C=C1)CC(C(=O)N)(C)C